NC1=C(C=2C(=NC=3N(C2)CCN3)N1C1=C(C(=CC=C1C)O)C)C(=O)N 7-amino-8-(3-hydroxy-2,6-dimethylphenyl)-2,8-dihydro-3H-imidazo[1,2-a]pyrrolo[2,3-d]pyrimidine-6-carboxamide